2-phenyl-1-(4-methoxybenzenesulfonyl)aziridine methyl-(3-(4'-(4-(3-(3,5-diamino-6-chloropyrazine-2-carbonyl)guanidino)butyl)-[1,1'-biphenyl]-4-yl)propanoyl)-L-valyl-L-lysinate CN([C@@H](C(C)C)C(=O)N[C@@H](CCCCN)C(=O)O)C(CCC1=CC=C(C=C1)C1=CC=C(C=C1)CCCCNC(=N)NC(=O)C1=NC(=C(N=C1N)N)Cl)=O.C1(=CC=CC=C1)C1N(C1)S(=O)(=O)C1=CC=C(C=C1)OC